C(C)OP(OCC)(=O)CC1=C(C=CC=C1C(F)(F)F)F (2-fluoro-6-(trifluoromethyl)benzyl)phosphonic acid diethyl ester